COC(C(=O)O)=CC1=CC=CC=C1 4Z-Methoxycinnamic acid